2-((4-(2-((4-Chloro-2-fluorobenzyl)oxy)-5-fluoropyrimidin-4-yl)piperidin-1-yl)methyl)-4-(difluoromethoxy)-1-methyl-1H-benzo[d]imidazole-6-carboxylic acid ClC1=CC(=C(COC2=NC=C(C(=N2)C2CCN(CC2)CC2=NC3=C(N2C)C=C(C=C3OC(F)F)C(=O)O)F)C=C1)F